maleylhistidine C(\C=C/C(=O)O)(=O)N[C@@H](CC1=CNC=N1)C(=O)O